5-Bromonaphthalene-1-amine BrC1=C2C=CC=C(C2=CC=C1)N